N1=C(C=CC=C1)C1=NOC(=C1)CC=1OC=C(N1)C(=O)O 2-((3-(pyridin-2-yl)isoxazol-5-yl)methyl)oxazole-4-carboxylic acid